C(C)C1C2N(CC(C=C2)C1)C(CC1=CNC2=CC=C(C=C12)OC)=O 1-(7-ethyl-2-azabicyclo[2.2.2]oct-5-en-2-yl)-2-(5-methoxy-1H-indol-3-yl)ethan-1-one